2-methoxy-4-(3-methoxyphenyl)-5H-indeno[1,2-b]pyridine-3-carbonitrile COC1=C(C(=C2C(=N1)C1=CC=CC=C1C2)C2=CC(=CC=C2)OC)C#N